C1(=CC=CC=C1)C\C=N\O (E)-2-phenylacetaldoxime